N-(3-(1-cyclopropyl-1H-pyrazol-4-yl)phenyl)cyclohexanamide C1(CC1)N1N=CC(=C1)C=1C=C(C=CC1)NC(=O)C1CCCCC1